C1(CCCC1)COC1=NC=CC=C1CNC(=O)C=1C(=NC(=C(C1)C=1C=CC=2N(N1)C=C(N2)NC(C)=O)C)OC N-{[2-(cyclopentylmethoxy)pyridin-3-yl]methyl}-5-{2-acetamidoimidazo[1,2-b]pyridazin-6-yl}-2-methoxy-6-methylpyridine-3-carboxamide